ClC1=NC=C(C2=CC=C(C=C12)O[C@H](C(=O)NC)C)C1=C(C=CC=C1)C (S)-2-((1-chloro-4-(o-tolyl)isoquinolin-7-yl)oxy)-N-methylpropanamide